C(=C)CC(=O)O[C@H](C)C1=CC=CC=C1 |r| (±)-1-phenylethanol vinyl-acetate